1-amino-4-Bromo-1H-pyrrole-2-carboxylic acid methyl ester COC(=O)C=1N(C=C(C1)Br)N